6,6-bis(hept-3-yn-1-yloxy)hexanoic acid 6-bromohexyl ester BrCCCCCCOC(CCCCC(OCCC#CCCC)OCCC#CCCC)=O